FC=1C(=C(C#N)C=C(C1)B1OC(C(O1)(C)C)(C)C)O 3-fluoro-2-hydroxy-5-(4,4,5,5-tetramethyl-1,3,2-dioxaborolan-2-yl)benzonitrile